CC1=C(C(=O)N[C@@H]2[C@@H](S(C2)=O)[O-])C=CC=C1 2-methyl-N-(cis-1-oxo(oxido)3-thietanyl)benzamide